C(C)(C)(C)OC(=O)N1CC(=CC1)C1=C(N=C(N1)C1=CC=C(C=C1)C(=O)OC)N 3-(4-amino-2-(4-(methoxycarbonyl)phenyl)-1H-imidazol-5-yl)-2,5-dihydro-1H-pyrrole-1-carboxylic acid tert-butyl ester